BrC=1C=C(C(=O)C=2N3C=CC=C3C=CC2)C=CC1 5-(3-bromobenzoyl)indolizine